tribromoamyl alcohol BrC(CCCCO)(Br)Br